NC=1C=C(C=C(C1)C)NC(=O)C=1SC=C(C1)C1=CC=CC=C1 N-(3-amino-5-methylphenyl)-4-phenylthiophene-2-carboxamide